(3-(3-chloro-1,2,4-thiadiazol-5-yl)-8-methyl-5,6-dihydro-[1,2,4]triazolo[4,3-a]pyrazin-7(8H)-yl)(4-fluorophenyl-3-d)methanone hydrochloride Cl.ClC1=NSC(=N1)C1=NN=C2N1CCN(C2C)C(=O)C2=CC(=C(C=C2)F)[2H]